S(N)(=O)(=O)NCCC1CN(C1)C1=NC(=NC2=CC(=C(C=C12)OC)OC)C1=CC=C(C=C1)F 4-(3-(2-sulfamoylaminoethyl)azetidine-1-yl)-2-(4-fluorophenyl)-6,7-dimethoxyquinazoline